2-(difluoromethyl)-N-[(3S)-3-ethyl-1,1-dimethyl-indan-4-yl]pyridine FC(C1N(C=CC=C1)C1=C2[C@H](CC(C2=CC=C1)(C)C)CC)F